methyl-methallylether COCC(C)=C